ethyl 2-{3-bromopyrrolo[3,2-c]pyridin-1-yl}acetate BrC1=CN(C2=C1C=NC=C2)CC(=O)OCC